(2-chloro-4,5-difluoro-phenyl)-[8-(2,3-dihydrobenzofuran-7-yl)-3,8-diazabicyclo[3.2.1]octan-3-yl]methanone ClC1=C(C=C(C(=C1)F)F)C(=O)N1CC2CCC(C1)N2C2=CC=CC=1CCOC12